FC(C(=O)O)(F)F.N[C@@H](CCC1=C(C=C(C=C1)F)[C@@H]1N(CCC1)C1=NN2C(N=CC=C2)=C1N)C (R)-2-(2-((R)-3-aminobutyl)-5-fluorophenyl)pyrrolidin-1-yl-pyrazolo[1,5-a]Pyrimidine-3-amine trifluoroacetate salt